eicoseneoic acid C(C=CCCCCCCCCCCCCCCCCC)(=O)O